1-(phenylheptyl)urea C1(=CC=CC=C1)CCCCCCCNC(=O)N